iodon-butane ICCCC